[2,6]naphthyridine-8-carboxamide C1=NC=CC2=CN=CC(=C12)C(=O)N